N1(N=CN=C1)C[C@@H](C)NC(=O)C1=NC(=C(N=C1N)C=1OC=CN1)C=1C=CC=2N(C1)C(=CN2)C |r| rac-N-(1-(1H-1,2,4-triazol-1-yl)propan-2-yl)-3-amino-6-(3-methylimidazo[1,2-a]pyridin-6-yl)-5-(oxazol-2-yl)pyrazine-2-carboxamide